O1[C@@H](CC1)CNC1=NC=C(C=C1N)C1=NOC(=N1)C(F)(F)F (S)-N2-(oxetan-2-ylmethyl)-5-(5-(trifluoromethyl)-1,2,4-oxadiazol-3-yl)pyridine-2,3-diamine